C(C)N(CC)C1=CC=C2C(=C(C(OC2=C1)=O)C=O)Cl 7-(N,N-diethylamino)-4-chlorocoumarin-3-carbaldehyde